(13R)-13-methyl-19-(oxan-2-yl)-7,10,14-trioxa-5,19,20,23-tetraazatetracyclo[13.5.2.12,6.018,21]tricosa-1(20),2(23),3,5,15(22),16,18(21)-heptaene C[C@@H]1CCOCCOC2=NC=CC(C3=NN(C=4C=CC(O1)=CC34)C3OCCCC3)=N2